C(#N)C1=CC=C(OC=2C(=NN(C2)C2OCCCC2)C=2C=C(OC3CN(CC3)C(=O)OC(C)(C)C)C=CC2)C=C1 tert-butyl 3-[3-[4-(4-cyanophenoxy)-1-tetrahydropyran-2-yl-pyrazol-3-yl]phenoxy]pyrrolidine-1-carboxylate